N,N-diethylaminosilane C(C)N(CC)[SiH3]